C(C)(C)(C)OC(=O)N(C1CCC(CC1)C(=O)OC)C methyl (1r,4r)-4-{[(tert-butoxy)carbonyl](methyl)amino}cyclohexane-1-carboxylate